NC1=NC=C(C(=C1)N1CCN(CC1)C(CCS(=O)(=O)C1=CC=CC=2N=CSC21)=O)Cl 1-[4-(2-amino-5-chloropyridin-4-yl)piperazin-1-yl]-3-(1,3-benzothiazole-7-sulfonyl)propan-1-one